(1R)-1-cyclopropyl-2-methoxy-N-[[5-(trifluoromethyl)-2-pyridyl]methyl]ethanamine C1(CC1)[C@H](COC)NCC1=NC=C(C=C1)C(F)(F)F